CC1=NC=C(C(=N1)C(F)(F)F)CC1CCC(CC1)C(=O)OC methyl 4-[[2-methyl-4-(trifluoromethyl)pyrimidin-5-yl]methyl]cyclohexanecarboxylate